1-((S)-2-((S)-7-(2,4-difluoro-6-((R)-2-hydroxypropoxy)phenyl)-4-(2-methyl-2H-indazol-5-yl)thieno[3,2-c]pyridin-6-yl)-7-methyl-6,7-dihydropyrazolo[1,5-a]pyrazin-5(4H)-yl)prop-2-en-1-one FC1=C(C(=CC(=C1)F)OC[C@@H](C)O)C=1C2=C(C(=NC1C1=NN3C(CN(C[C@@H]3C)C(C=C)=O)=C1)C1=CC3=CN(N=C3C=C1)C)C=CS2